C(CCCCCCCCCCCCCCC(C)C)(=O)[O-].[Al+3].C(CCCCCCCCCCCCCCC(C)C)(=O)[O-].C(CCCCCCCCCCCCCCC(C)C)(=O)[O-] aluminium isostearate